CN1N=C(C=C1C)NC=1N=C(C2=C(N1)C1=C(O2)N=CC=C1)N1CCOCC1 N-(1,5-dimethyl-1H-pyrazol-3-yl)-4-morpholinopyrido[3',2':4,5]furo[3,2-d]pyrimidin-2-amine